sulfur hexafluoride helium [He].S(F)(F)(F)(F)(F)F